FC1=C(C=C(C=C1C[C@@H]1N(CC2(CC2)[C@@H]1NS(=O)(=O)C(F)F)C(=O)NCC(F)F)F)C1=CC=CC=C1 (6S,7S)-6-((2,5-difluoro-[1,1'-biphenyl]-3-yl)methyl)-N-(2,2-difluoroethyl)-7-((difluoromethyl)sulfonamido)-5-azaspiro[2.4]heptane-5-carboxamide